5-(4-bromophenyl)-1,1-difluoropentan-2-one BrC1=CC=C(C=C1)CCCC(C(F)F)=O